1-(6-((4-((2-amino-2-methylpropyl)amino)-5-(trifluoromethyl)pyrimidin-2-yl)amino)-3,4-dihydroisoquinolin-2(1H)-yl)-3-hydroxy-3-methylbutan-1-one NC(CNC1=NC(=NC=C1C(F)(F)F)NC=1C=C2CCN(CC2=CC1)C(CC(C)(C)O)=O)(C)C